OC1=C(C(=CC(=C1)C(F)(F)F)C)C1=CC=C(N=N1)N1[C@@H]2CCCN([C@@H]2CCC1)C(C)=O 1-[(4aR,8aR)-5-[6-[2-hydroxy-6-methyl-4-(trifluoromethyl)phenyl]pyridazin-3-yl]-2,3,4,4a,6,7,8,8a-octahydro-1,5-naphthyridin-1-yl]ethanone